ClC=1N=CN(C1)C1=NC(=CC(=N1)S(=O)(=O)C)C(F)(F)F 2-(4-chloro-1H-imidazol-1-yl)-4-(methylsulfonyl)-6-(trifluoromethyl)pyrimidine